C[C@@]12CCC[C@@H](C2CC[C@@H]1[C@@H](CCO)C)O[Si](CC)(CC)CC (3R)-3-((1R,4S,7aR)-7a-methyl-4-((triethylsilyl)oxy)octahydro-1H-inden-1-yl)butan-1-ol